N1N=NN=C1C1=C(C=CC=C1)C1=CC2=C(OC[C@@H](C[C@@H]2C2=CC=CC=C2)C)C(=C1)NC(=O)NC1=CC=C(C=C1)C |r| (+/-)-1-((cis)-7-(2-(1H-tetrazol-5-yl)phenyl)-3-methyl-5-phenyl-2,3,4,5-tetrahydrobenzo[b]oxepin-9-yl)-3-(p-tolyl)urea